(4-(2,6-dichloro-4-(2-(pyridin-3-yl)acetamido)phenoxy)-2-isopropylphenyl)boronic acid ClC1=C(OC2=CC(=C(C=C2)B(O)O)C(C)C)C(=CC(=C1)NC(CC=1C=NC=CC1)=O)Cl